N-({4-[7-cyano-4-(pyrrolidin-1-yl)-1H-indazol-6-yl]phenyl}methyl)-5-fluoro-2-methoxybenzamide C(#N)C=1C(=CC(=C2C=NNC12)N1CCCC1)C1=CC=C(C=C1)CNC(C1=C(C=CC(=C1)F)OC)=O